8-methoxy-5,6-dimethyl-pyrido[4,3-b]carbazole-1-carbonitrile COC=1C=CC=2C=3C=C4C(=C(C3N(C2C1)C)C)C=CN=C4C#N